BrC=1C=CC(=C(C1)N1CC2N(C(C1)C2)C(=O)OC(C)(C)C)C(NC2=NC(=NC(=C2)C)N2CCC(CC2)(F)F)=O tert-butyl 3-(5-bromo-2-((2-(4,4-difluoropiperidin-1-yl)-6-methylpyrimidin-4-yl) carbamoyl) phenyl)-3,6-diazabicyclo[3.1.1]heptane-6-carboxylate